COC1=C(C=CC=C1)C1=CSC=2N1C(C=CN2)=O 3-(2-methoxy-phenyl)-thiazolo[3,2-a]pyrimidin-5-one